3,6,9,12-tetraoxapentadec-14-yn-1-amine C(COCCOCCOCCOCC#C)N